ethyl [1-(2-methylpyridin-4-yl)azetidin-3-yl]acetate CC1=NC=CC(=C1)N1CC(C1)CC(=O)OCC